ON1C(CCCC1)C1=CC=CC=C1 N-hydroxyphenylpiperidine